ClC=1C=2N(C=C(C1)C=O)N=C(N2)C2=C(C(=CC=C2)C2=CC1=C(OCCO1)C=C2)C 8-chloro-2-[3-(2,3-dihydro-1,4-benzodioxin-6-yl)-2-methylphenyl][1,2,4]triazolo[1,5-a]pyridine-6-carbaldehyde